O1CCC(CC1)C(C)(C)NC(C)=O N-(2-(tetrahydro-2H-pyran-4-yl)propan-2-yl)acetamide